ClC1=CC=C(C=C1)[C@@]1(N(C(C2=CC(=CC=C12)C(C)(C)O)=O)[C@@H](C)C1=CC=C(C=C1)Cl)OCC1(CC1)CO (3R)-3-(4-chlorophenyl)-2-[(1S)-1-(4-chlorophenyl)ethyl]-3-([1-(hydroxymethyl)cyclopropyl]methoxy)-6-(2-hydroxypropan-2-yl)-2,3-dihydro-1H-isoindol-1-one